(3R,4R)-4-aminotetrahydropyran-3-ol Tert-butyl-(S)-2-(7-chloro-1,2,3,4-tetrahydroisoquinolin-5-yl)pyrrolidine-1-carboxylate C(C)(C)(C)[C@]1(N(CCC1)C(=O)O[C@H]1COCC[C@H]1N)C1=C2CCNCC2=CC(=C1)Cl